Cl.O=S1(CCC2(CNC2)CC1)=O 7,7-dioxo-7-thia-2-azaspiro[3.5]nonane hydrochloride